C(C)OC(OCC)OCC.C=C1NC=CC2=CC=CC=C12 methyleneisoquinoline Tri-ethyl-orthoformate